N-ethyl-pyridine hexafluorophosphate salt F[P-](F)(F)(F)(F)F.C(C)N1CC=CC=C1